ClC=1C=C(C(=O)NC2=C(C=C(C(=C2)C=2C=NC(=NC2)N2CCOCC2)F)N2C[C@@H](CC2)N(C)C)C=C(C1)Cl |r| 3,5-dichloro-N-[4-fluoro-5-(2-morpholin-4-ylpyrimidin-5-yl)-2-[rac-(3R)-3-(dimethylamino)pyrrolidin-1-yl]phenyl]benzamide